ClC=1C=CC2=C(C=C(CCO2)C(=O)N[C@H]2[C@H]3CC[C@@H](C2)N3C#N)C1 7-chloro-N-((1R,2R,4S)-7-cyano-7-azabicyclo[2.2.1]heptan-2-yl)-2,3-dihydro-1-benzoxepine-4-carboxamide